1-(T-Butoxycarbonyl)pyrrolidine-3-carboxylic acid C(C)(C)(C)OC(=O)N1CC(CC1)C(=O)O